NC1=NC=CC(=C1)C=1C=C(N2C=CC=CC12)C#N 1-(2-aminopyridin-4-yl)indolizine-3-carbonitrile